N-cyclopropyl-5-fluoro-N-methyl-2-((4-(7-((2-oxo-2,3-dihydro-1H-benzo[d]imidazol-5-yl)methyl)-2,7-diazaspiro[4.4]nonan-2-yl)pyrimidin-5-yl)oxy)benzamide C1(CC1)N(C(C1=C(C=CC(=C1)F)OC=1C(=NC=NC1)N1CC2(CC1)CN(CC2)CC2=CC1=C(NC(N1)=O)C=C2)=O)C